4-[2-(2-{[(S)-3-methyl-1-piperidyl]methyl}-4-cyclopropyl-7-oxo-1,6-dihydro-1,6-diaza-6-indenyl)-6-methyl-4-pyridyl]-3-(1-methyl-2-imidazolyl)benzonitrile C[C@@H]1CN(CCC1)CC=1NC=2C(N(C=C(C2C1)C1CC1)C1=NC(=CC(=C1)C1=C(C=C(C#N)C=C1)C=1N(C=CN1)C)C)=O